ClC1=CC=C(C=C1)C=1C=C(C=CC1)[C@@H]1OCC[C@H](NC1=O)CNC(=O)C=1SC=CN1 N-[[(2S,5S)-2-[3-(4-chlorophenyl)phenyl]-3-oxo-1,4-oxazepan-5-yl]methyl]thiazole-2-carboxamide